P(OCCC)(OCCC)OCCC tri-propyl phosphite